FC=1C(=NC=C(C1)F)OCC1=NC=CC(=N1)O[C@@H]1C[C@@H](NCC1)C 2-[(3,5-difluoro-2-pyridyl)oxymethyl]-4-[[(2S,4S)-2-methyl-4-piperidyl]oxy]pyrimidine